CC(CCOC(C(C)(C)O)=O)CC(C)(C)C hydroxyisobutyric acid 3,5,5-trimethylhexyl ester